2-Hydroxybenzoic Acid OC1=C(C(=O)O)C=CC=C1